N-(5-(1-(4-ethylphenyl)-1H-pyrazol-4-yl)-1H-pyrrolo[2,3-c]pyridin-3-yl)cyclobutanesulfonamide C(C)C1=CC=C(C=C1)N1N=CC(=C1)C=1C=C2C(=CN1)NC=C2NS(=O)(=O)C2CCC2